O=C1N(C=CC2=CC=CC=C12)C(C(=O)O)C 2-(1-oxoisoquinolin-2(1H)-yl)propanoic acid